C(CCCCCCCCCCCCCCCCCCC(=O)N)CCCCCCCCCCCCCCCCCC(=O)N Ethylenebis-Stearamide